C12(CC3CC(CC(C1)C3)C2)C2=C(C=CC(=C2)C2=CC=C(C=C2)Br)O 2-(Adamantan-1-yl)-4-(4-bromophenyl)phenol